Cl.NNC(=N)NN 1,3-diaminoguanidine monohydrochloride